ethyl (3S)-3-(2-(5-bromo-2-fluorophenyl)-2-(3-cyclopropyl-2-oxo-4-(trifluoromethyl)pyridin-1(2H)-yl)acetamido)-3-(4-fluoro-2'-hydroxy-5,6'-dimethyl-[1,1'-biphenyl]-3-yl)propanoate BrC=1C=CC(=C(C1)C(C(=O)N[C@@H](CC(=O)OCC)C=1C=C(C=C(C1F)C)C1=C(C=CC=C1C)O)N1C(C(=C(C=C1)C(F)(F)F)C1CC1)=O)F